C(CCCCCCC\C=C/C\C=C/CCCCC)(=O)OC[C@@H]([C@@H](C(OCOC(=O)OC1=CC=CC=C1)=O)CC)CC=1N(C=NC1)C (2R,3S)-3-Ethyl-2-[(3-methylimidazol-4-yl)methyl]-4-oxo-4-{[(phenoxycarbonyl)-oxy]methoxy}butyl (9Z,12Z)-octadeca-9,12-dienoate